C(C)(C)(C)OC([C@H](COC1=CC=C(C=C1)C=1N=C(N(C1)CCCNC(=O)OC(C)(C)C)N(C(=O)OC(C)(C)C)C(=O)OC(C)(C)C)ON)=O (S)-tert-butyl-2-(aminooxy)-3-(4-(2-(bis(tert-butoxycarbonyl)amino)-1-(3-((tert-butoxycarbonyl)amino)propyl)-1H-imidazol-4-yl)phenoxy)propanoate